NC1=C(C=CC=C1)NC(=O)C1=CC=C(CNC(=O)C2=NC3=CC=CC=C3C(=C2)OCCC2=CC=CC=C2)C=C1 N-(4-((2-aminophenyl)carbamoyl)benzyl)-4-phenylethoxyquinoline-2-carboxamide